(S)-7-((S)-1-Methoxyethyl)-4-(3-(methylamino)azetidin-1-yl)-7,8-dihydro-6H-pyrimido[5,4-b][1,4]oxazin-2-amine CO[C@@H](C)[C@H]1NC2=C(OC1)C(=NC(=N2)N)N2CC(C2)NC